4-[4-(2,4-difluorophenoxy)-1-(methylsulfonylmethyl)-6-oxopyridin-3-yl]-2-methylisoquinolin-1-one FC1=C(OC=2C(=CN(C(C2)=O)CS(=O)(=O)C)C2=CN(C(C3=CC=CC=C23)=O)C)C=CC(=C1)F